CC(CCS)C 3-methyl-butyl thiol